dimethyl-phenyl-tetradecyl-ammonium chloride [Cl-].C[N+](CCCCCCCCCCCCCC)(C1=CC=CC=C1)C